C(C)N(C(=O)[C@H]1CN([C@@H]2CC=3C4=C(C2=C1)C=CC=C4NC3)C)C(C)C (6aR,9R)-N-ethyl-7-methyl-N-propan-2-yl-6,6a,8,9-tetrahydro-4H-indolo[4,3-fg]quinoline-9-carboxamide